3-chloro-4-((5-chloropyridin-2-yl)thio)pyridin-2-amine ClC=1C(=NC=CC1SC1=NC=C(C=C1)Cl)N